tert-butyl 2-(((methylsulfonyl) oxy) methyl)-morpholine-4-carboxylate CS(=O)(=O)OCC1CN(CCO1)C(=O)OC(C)(C)C